2-((3,4-Dihydroisoquinolin-2(1H)-yl)methyl)-5-((2-(pyrimidin-2-yl)-2-azaspiro-[3.3]heptan-6-yl)oxy)-4H-pyran-4-one C1N(CCC2=CC=CC=C12)CC=1OC=C(C(C1)=O)OC1CC2(CN(C2)C2=NC=CC=N2)C1